2-(6-(((R)-1-(3-(difluoromethyl)-2-fluorophenyl)ethyl)amino)-5-(1,3-dioxolan-2-yl)-2-methoxypyrimidin-4-yl)-N-(4-methoxyphenyl)propanamide FC(C=1C(=C(C=CC1)[C@@H](C)NC1=C(C(=NC(=N1)OC)C(C(=O)NC1=CC=C(C=C1)OC)C)C1OCCO1)F)F